2-(4-((5-cyclopropyl-3-(2,6-dichlorophenyl)isoxazol-4-yl)methoxy)bicyclo[2.2.2]octan-1-yl)isonicotinic acid C1(CC1)C1=C(C(=NO1)C1=C(C=CC=C1Cl)Cl)COC12CCC(CC1)(CC2)C=2C=C(C(=O)O)C=CN2